C(C)C1C(C(C=2C(=N1)C(=COC2)C=2C1=C(C(N(C2)C)=O)N(C=C1)S(=O)(=O)C1=CC=C(C=C1)C)C)=O 2-ethyl-4-methyl-8-{6-methyl-1-[(4-methylphenyl)sulfonyl]-7-oxo-6,7-dihydro-1H-pyrrolo[2,3-c]pyridin-4-yl}-2H-7,4-benzoxazin-3(4H)-one